methyl (2s,3aR,6R,6aS)-6-(hydroxymethyl)-2-methoxy-6a-methyl-4-oxohexahydro-2H-furo[2,3-c]pyrrole-6-carboxylate OC[C@]1(NC([C@H]2[C@@]1(O[C@@H](C2)OC)C)=O)C(=O)OC